4-(5-chloro-2-methoxyphenyl)-N-(6-(4-cyanophenyl)-7-oxo-6,7-dihydrothiazolo[4,5-d]pyrimidin-2-yl)-6-methylnicotinamide ClC=1C=CC(=C(C1)C1=CC(=NC=C1C(=O)NC=1SC2=C(N=CN(C2=O)C2=CC=C(C=C2)C#N)N1)C)OC